C(CCC)[C@]1(NS(C2=C(N(C1)C1=CC=CC=C1)C=C(C(=C2)OCC(=O)O)SC)(=O)=O)CC (R)-2-((3-butyl-3-ethyl-7-(methylthio)-1,1-dioxido-5-phenyl-2,3,4,5-tetrahydro-1,2,5-benzothiadiazepin-8-yl)oxy)acetic acid